C(C)(C)(C)OC(=O)N1CCC2([C@@H](C[C@@H](C2)OC(C(=O)OC)C(=O)OC)NC(=O)OC(C)(C)C)CC1 dimethyl 2-[[(2R,4R)-8-tert-butoxycarbonyl-4-(tert-butoxycarbonylamino)-8-azaspiro[4.5]decan-2-yl]oxy]propanedioate